OC1CC(NC1)C(=O)NCC1=CC=CC=C1 4-HYDROXY-N-(BENZYL)PYRROLIDINE-2-CARBOXAMIDE